5-[2-(dimethylamino)-3-pyridinyl]-1-isopropyl-3-methyl-N-[(1-methylpyrazol-4-yl)methyl]pyrazolo[4,3-b]pyridin-7-amine CN(C1=NC=CC=C1C1=CC(=C2C(=N1)C(=NN2C(C)C)C)NCC=2C=NN(C2)C)C